N1(N=CC=2C1=NC=CC2)C[C@@]2(C[C@]1(CN(C(O1)=O)C1=NC=C(N=C1)P(=O)(C)C)CCC2)C (5S,7S)-7-((1H-pyrazolo[3,4-b]pyridin-1-yl)methyl)-3-(5-(dimethylphosphoryl)pyrazin-2-yl)-7-methyl-1-oxa-3-azaspiro[4.5]decan-2-one